(S,E)-4-(8-amino-3-(1-(4-methoxybut-2-enoyl)piperidin-2-yl)imidazo[1,5-a]pyrazin-1-yl)-N-(pyrimidin-4-yl)benzamide NC=1C=2N(C=CN1)C(=NC2C2=CC=C(C(=O)NC1=NC=NC=C1)C=C2)[C@H]2N(CCCC2)C(\C=C\COC)=O